2,3,4,5-tetrafluoro-N,N-bis(4-methoxybenzyl)benzenesulfonamide potassium (vinyl)trifluoroborate C(=C)[B-](F)(F)F.[K+].FC1=C(C=C(C(=C1F)F)F)S(=O)(=O)N(CC1=CC=C(C=C1)OC)CC1=CC=C(C=C1)OC